6-methyl-2-oxo-1,2-dihydropyridine-4-carboxylic acid CC1=CC(=CC(N1)=O)C(=O)O